IC1=C(C[C@H](N)C(=O)O)C=CC=C1 2-Iodo-L-phenylalanine